4-hydroxy-N,N-diisopropyltryptamine hemi-glutarate hydrochloride Cl.C(CCCC(=O)O)(=O)O.OC=1C=CC=C2NC=C(CCN(C(C)C)C(C)C)C12.OC=1C=CC=C2NC=C(CCN(C(C)C)C(C)C)C12.Cl